Tert-butyl (S)-30,34-diamino-4,15,18,29-tetraoxo-8,11,22,25-tetraoxa-5,14,19,28-tetraazatetratriacontanoate N[C@H](C(NCCOCCOCCNC(CCC(NCCOCCOCCNC(CCC(=O)OC(C)(C)C)=O)=O)=O)=O)CCCCN